((1S,4S,6R)-6-((5-chloropyrimidin-2-yl)amino)-2-azabicyclo[2.2.1]heptan-2-yl)(5-fluoro-2-(2H-1,2,3-triazol-2-yl)phenyl)methanone ClC=1C=NC(=NC1)N[C@@H]1C[C@@H]2CN([C@H]1C2)C(=O)C2=C(C=CC(=C2)F)N2N=CC=N2